C(C)(C)C1=C(NC2=CC=C(C=C12)C(C(=O)NC1C[C@H]2CC[C@@H](C1)N2C)(C)C)C2=CC(=NC=C2)C 2-(3-isopropyl-2-(2-methylpyridin-4-yl)-1H-indol-5-yl)-2-methyl-N-((1R,5S)-8-methyl-8-azabicyclo[3.2.1]octan-3-yl)propanamide